(1S,4s)-4-{3-[(R)-2-(5-fluoro-3-pyridyl)-2-hydroxyethylamino]-3-methylbutyl}cyclohexanecarboxylic acid FC=1C=C(C=NC1)[C@H](CNC(CCC1CCC(CC1)C(=O)O)(C)C)O